2-benzyl-2-(4-phenylbut-3-yn-1-yl)malononitrile C(C1=CC=CC=C1)C(C#N)(C#N)CCC#CC1=CC=CC=C1